tert-butyl 4-(6-amino-4-methoxy-pyridazin-3-yl)-3,6-dihydro-2H-pyridine-1-carboxylate NC1=CC(=C(N=N1)C=1CCN(CC1)C(=O)OC(C)(C)C)OC